P(=O)(O)(O)O[C@@H]1[C@H](O)[C@@H](O)[C@@H](O)[C@H](O1)CO α-D-galactose 1-phosphate